BrC=1C=C2C(=NC=NN2C1)C1=CC(=C(CNC(=O)C2=NOC(=N2)C(C)(C)C)C=C1F)Cl N-(4-(6-bromopyrrolo[2,1-f][1,2,4]triazin-4-yl)-2-chloro-5-fluorobenzyl)-5-(tert-butyl)-1,2,4-oxadiazole-3-carboxamide